1-CYCLOHEXENE-1-CARBOXYLIC ACID C1(=CCCCC1)C(=O)O